Br[C@H]1O[C@H](CCC1)COC(C(C)(C)C)=O (2R,3R,4S,5R,6R)-2-bromo-6-(pivaloyloxymethyl)tetrahydro-2H-pyran